1-((5-carbamoyl-1-methyl-1H-pyrrol-3-yl)sulfonyl)-N-(3-hydroxy-4-methylphenyl)piperidine-4-carboxamide C(N)(=O)C1=CC(=CN1C)S(=O)(=O)N1CCC(CC1)C(=O)NC1=CC(=C(C=C1)C)O